ClC=1C=C(C=NC1)N[C@H](C)C(=O)N1[C@H]2CC([C@@H]([C@@H]1C(=O)N[C@@H](C[C@H]1C(NCCC1)=O)C#N)CC2)(F)F (1R,3R,4R)-2-((5-chloropyridin-3-yl)-D-alanyl)-N-((S)-1-cyano-2-((S)-2-oxopiperidin-3-yl)ethyl)-5,5-difluoro-2-azabicyclo[2.2.2]octane-3-carboxamide